C1(=CC=CC=C1)N1CC(CC=C1)=O phenyl-3(1H)pyridone